OC1=C2C=CNC2=C(C=C1)C(=O)N 4-hydroxyindole-7-carboxamide